ClC=1C=C(OC=2C(=CC=3N(N2)C=CC3)C3=NOC[C@H](N3)CC3=C(C=C(C=C3)Cl)Cl)C=CC1 |r| (5RS)-3-[2-(3-chlorophenoxy)pyrrolo[1,2-b]pyridazin-3-yl]-5-[(2,4-dichlorophenyl)methyl]-5,6-dihydro-4H-1,2,4-oxadiazine